2,3,6,7-tetramethyl-naphthalenetetracarboxylic acid CC1(C(=C2C=C(C(=CC2=C(C1(C(=O)O)C)C(=O)O)C)C)C(=O)O)C(=O)O